3-(3-ethyl-5-(4-methoxyphenyl)-1-1H-1,2,4-triazolyl)benzoic acid C(C)C1=NN(C(=N1)C1=CC=C(C=C1)OC)C=1C=C(C(=O)O)C=CC1